ClC1=C(C=C(C=C1)N\N=C\1/C(=NN(C1=O)C=1SC=C(N1)C1=CC=CC=C1)C1=CC=C(CNC(CCC(=O)N)=O)C=C1)[N+](=O)[O-] N4-(4-((E)-4-(2-(4-chloro-3-nitrophenyl)hydrazineylidene)-5-oxo-1-(4-phenylthiazol-2-yl)-4,5-dihydro-1H-pyrazol-3-yl)benzyl)succinamide